FC(C1=CC=C(S1)S(=O)(=O)F)(F)F 5-trifluoromethyl-2-thiophenesulfonyl fluoride